C1(CCCCC1)CCC1CO1 1-cyclohexyl-3,4-epoxybutane